S(=O)(=O)([O-])[O-].[Zr+4].S(=O)(=O)([O-])[O-] zirconium sulfate salt